N-(cis-2-(((cis-4-isopropylcyclohexyl)oxy)methyl)piperidin-3-yl)methanesulfonamide C(C)(C)[C@H]1CC[C@H](CC1)OC[C@@H]1NCCC[C@@H]1NS(=O)(=O)C